6-chloro-7-methyl-1H-indole-3-sulfonyl chloride ClC1=CC=C2C(=CNC2=C1C)S(=O)(=O)Cl